3-(4-Isopropyl-2-methylcyclohex-1-en-1-yl)-propanal C(C)(C)C1CC(=C(CC1)CCC=O)C